P(=O)(O)(O)O.[O-2].[Mg+2] magnesium oxide, phosphate salt